2-(((benzyloxy)carbonyl)amino)-2-(bicyclo[5.1.0]octan-4-yl)acetic acid C(C1=CC=CC=C1)OC(=O)NC(C(=O)O)C1CCC2CC2CC1